(E)-3-((1R,2R)-2-((((9H-fluoren-9-yl)methoxy)carbonyl)amino)cyclopentyl)acrylic acid C1=CC=CC=2C3=CC=CC=C3C(C12)COC(=O)N[C@H]1[C@H](CCC1)/C=C/C(=O)O